ClC1=CC=C(C(=N1)NC1=NC(=CN=C1)N1C[C@@H](CCC1)OC1=NC=CC=C1OCC)F (R)-N-(6-chloro-3-fluoropyridin-2-yl)-6-(3-((3-ethoxypyridin-2-yl)oxy)piperidin-1-yl)pyrazin-2-amine